ClC1=C(C=CC=C1Cl)N1[C@@H](CN(CC1)CC[C@@H]1CC[C@H](CC1)NC(=O)C1(CC1)O)C N-(trans-4-(2-((R)-4-(2,3-dichlorophenyl)-3-methylpiperazin-1-yl)ethyl)cyclohexyl)-1-hydroxycyclopropane-1-carboxamide